C1(CCC1)C(CCOC1=NN(C=C1)C(=O)OC(C)(C)C)C1CCC1 tert-Butyl 3-[3,3-di(cyclobutyl)propoxy]pyrazole-1-carboxylate